C1(CC1)C1=CC(=C(C=C1)C=1C2=C(C(NN1)=O)C=NC=C2)OC (4-cyclopropyl-2-methoxyphenyl)pyrido[3,4-d]pyridazin-4(3H)-one